N1(C=NC=C1)C=1C=C(C(=O)NC2CC23CCCCC3)C=CN1 2-(1H-imidazol-1-yl)-N-(spiro[2.5]octan-1-yl)isonicotinamide